CC1(C2(C(CC1CC2)=O)CS(=O)(=O)O\N=C\2/SC=C/C2=C(/C#N)\C2=C(C=CC=C2)C)C (2Z)-[(2Z)-2-{[((7,7-dimethyl-2-oxobicyclo[2.2.1]hept-1-yl)methansulfonyl)oxy]imino}thiophen-3(2H)-yliden](2-Methylphenyl)acetonitril